(3S,6S,7R,8R)-3-[[[3-(acetoxy)-4-methoxy-2-pyridinyl] carbonyl] amino]-6-methyl-4,9-dioxo-8-(benzyl)-1,5-dioxacyclononan-7-yl 2-methylpropionate CC(C(=O)O[C@H]1[C@@H](OC([C@H](COC([C@@H]1CC1=CC=CC=C1)=O)NC(=O)C1=NC=CC(=C1OC(C)=O)OC)=O)C)C